4-(2-((1S,3S)-3-(dimethylamino)cyclopentyl)-4-(trifluoromethyl)thiazol-5-yl)-5-fluoro-N-(1-(methylsulfonyl)piperidin-4-yl)pyrimidin-2-amine CN([C@@H]1C[C@H](CC1)C=1SC(=C(N1)C(F)(F)F)C1=NC(=NC=C1F)NC1CCN(CC1)S(=O)(=O)C)C